NC1=CC(=C(C(=O)NCC2(CCCCCC2)C2=CC=C(C=C2)Cl)C=C1Cl)OC 4-Amino-5-chloro-N-((1-(4-chlorophenyl)cycloheptyl)methyl)-2-methoxybenzamid